C[C@@H]1C2=C(C[C@H](O1)CC(=O)[O-])C(=O)C3=C(C2=O)C(=O)C(=CC3=O)C4=CC(=C5C(=C4O)C(=C6[C@H](O[C@@H](CC6=C5[O-])CC(=O)[O-])C)O)O The molecule is a dicarboxylic acid anion obtained by deprotonation of the carboxy groups as well as the 10'-hydroxy group of actinorhodin. It is the major microspecies at pH 7.3 (according to Marvin v 6.2.0.). It is a conjugate base of an actinorhodin.